C(C)(C)C1=CC=C(C=C1)C1=C2C(=NNC2=CC=C1)N 4-(4-isopropylphenyl)-1H-indazol-3-amine